3-tert-butyl-pyrazol-1-carboxylic acid (4-benzimidazol-1-yl-phenyl)-amide N1(C=NC2=C1C=CC=C2)C2=CC=C(C=C2)NC(=O)N2N=C(C=C2)C(C)(C)C